FC(C1=NC=CC(=C1)OC1=CC2=C(N=C(S2)N)C=C1)(F)F 6-[[2-(trifluoromethyl)-4-pyridyl]oxy]-1,3-benzothiazol-2-amine